OC1=C(C=CC=C1)N=C(C1=CC=CC=C1)O (p-benzoic acid)-2-hydroxy-phenylimine